tert-butyl 2-[1-(4-piperidylmethyl)-4-piperidyl]acetate N1CCC(CC1)CN1CCC(CC1)CC(=O)OC(C)(C)C